C(#N)C1=NN(C=C1C1CN(C1)C(=O)OC(C)(C)C)C tert-butyl 3-(3-cyano-1-methyl-1H-pyrazol-4-yl)azetidine-1-carboxylate